BrC=1C(=C(C=O)C(=CC1)F)OC 3-bromo-6-fluoro-2-methoxybenzaldehyde